3,6,9-trioxa-10-sila-10,10,11,11-tetramethyldodecane-1-ol C[Si](OCCOCCOCCO)(C(C)(C)C)C